C(C)(C)(C)N1N=C(C=C1NC([O-])=O)[C@@H]1C[C@@H](CC1)O[Si](C)(C)C(C)(C)C (1-(tert-butyl)-3-((1S,3R)-3-((tert-butyldimethylsilyl)oxy) cyclopentyl)-1H-pyrazol-5-yl)carbamate